7-(3,7-bis(4-(bis(4-methoxyphenyl)amino)phenyl)-10H-phenothiazine-10-yl)heptanoic acid COC1=CC=C(C=C1)N(C1=CC=C(C=C1)C=1C=CC=2N(C3=CC=C(C=C3SC2C1)C1=CC=C(C=C1)N(C1=CC=C(C=C1)OC)C1=CC=C(C=C1)OC)CCCCCCC(=O)O)C1=CC=C(C=C1)OC